amino(6-(2-(3-hydroxy-4-methylphenyl)-2-methylpropanamido)naphthalen-2-yl)methaniminium NC(=[NH2+])C1=CC2=CC=C(C=C2C=C1)NC(C(C)(C)C1=CC(=C(C=C1)C)O)=O